COC1=C(C=C(C=C1)OC)N1N=NC(=C1C)C(=O)N 1-(2,5-DIMETHOXYPHENYL)-5-METHYL-1H-1,2,3-TRIAZOLE-4-CARBOXAMIDE